2-(4-(methoxycarbonyl)phenyl)-4-(pyrimidin-2-yl)piperazin COC(=O)C1=CC=C(C=C1)C1NCCN(C1)C1=NC=CC=N1